(E)-4-(3-hydroxypyrrolidin-1-yl)-1-(4-(4-((3-methyl-4-((1-methyl-1H-benzo[d]imidazol-5-yl)oxy)phenyl)amino)pyrrolo[2,1-f][1,2,4]-triazin-5-yl)piperidin-1-yl)but-2-en-1-one OC1CN(CC1)C/C=C/C(=O)N1CCC(CC1)C=1C=CN2N=CN=C(C21)NC2=CC(=C(C=C2)OC2=CC1=C(N(C=N1)C)C=C2)C